2-[2-(1-piperidinyl)ethoxy]ethyl-N-methyl-N-ethyl-amine N1(CCCCC1)CCOCCN(CC)C